2-ethoxy-5-fluoro-N-(5'-oxo-4',5'-dihydrospiro[cyclopropane-1,3'-pyrido[3,2-f][1,4]oxazepin]-7'-yl)benzenesulfonamide C(C)OC1=C(C=C(C=C1)F)S(=O)(=O)NC1=CC=2C(NC3(COC2N=C1)CC3)=O